N-(4-(N-(2,5-dimethoxyphenyl)sulfamoyl)phenyl)propiolamide COC1=C(C=C(C=C1)OC)NS(=O)(=O)C1=CC=C(C=C1)NC(C#C)=O